CCC1=CC(=C(C=C1O)O)C2=NNC(=C2C3=CC4=C(C=C3)OCCO4)C The molecule is a member of the class of pyrazoles that is 1H-pyrazole carrying 1,4-benzodioxane-6-yl and 5-ethyl-2,4-dihydroxyphenyl substituents at positions 4 and 5 respectively. It has a role as a Hsp90 inhibitor, an antineoplastic agent and an apoptosis inducer. It is a benzodioxine, a member of pyrazoles and a member of resorcinols.